C(C)N1N=CC(=C1C)C=1N=NN(C1)CC1=CC=C(C=C1)C1=NOC(=N1)C(F)(F)F 3-[4-[[4-(1-ethyl-5-methyl-pyrazol-4-yl)triazol-1-yl]methyl]phenyl]-5-(trifluoromethyl)-1,2,4-oxadiazole